BrC=1C(=NC(=NC1)Cl)NC=1C=NN(C1C(=O)N)C 4-((5-bromo-2-chloropyrimidin-4-yl)amino)-1-methyl-1H-pyrazole-5-carboxamide